5-chloro-1-((5-(5-(difluoromethyl)-1,3,4-oxadiazole-2-yl)pyridine-2-yl)methyl)-3-(1-(methylsulfonyl)piperidine-4-yl)-1,3-dihydro-2H-benzo[d]imidazole-2-one ClC1=CC2=C(N(C(N2C2CCN(CC2)S(=O)(=O)C)=O)CC2=NC=C(C=C2)C=2OC(=NN2)C(F)F)C=C1